C1(=CC=CC=C1)N1C2=CC=CC=C2C=2C=C(C=CC12)C1=CC=2N(C3=CC=CC=C3C2C=C1)C=1C=C(C=CC1)C1=NC2=C3C(=C4C(=C2N=C1)C=CC=C4)C=CC=C3 2-{3-[2-(9-phenyl-9H-carbazol-3-yl)-9H-carbazol-9-yl]phenyl}dibenzo[f,h]quinoxaline